CS(=O)(=O)C=1OC(=NN1)C=1N=C(SC1)C1=CC=CC=C1 2-(methylsulfonyl)-5-(2-phenylthiazol-4-yl)-1,3,4-oxadiazole